Methyl 7-(1-naphthoyl)-5-oxo-8-(3-(trifluoromethyl)phenyl)-2,3-dihydro-5H-thiazolo[3,2-c]pyrimidine-3-carboxylate C1(=CC=CC2=CC=CC=C12)C(=O)C=1C(=C2N(C(N1)=O)C(CS2)C(=O)OC)C2=CC(=CC=C2)C(F)(F)F